S1C(=NC2=C1C=CC=C2)NC(=O)C=2C=CC=C1CCN(CC21)C2=CC=C(C(=N2)C(=O)OC(C)(C)C)C2=C(C(=CC=C2)OC2=CC(=CC=C2)CCC=O)C tert-butyl 6-(8-(benzo[d]thiazol-2-ylcarbamoyl)-3,4-dihydroisoquinolin-2(1H)-yl)-3-(2-methyl-3-(3-(3-oxopropyl)phenoxy)phenyl)picolinate